5-(3-Hydroxy-phenyl)-1H-pyrazole-3-carboxylic acid {2-[4-(2-chloro-phenylamino)-piperidin-1-yl]-2-oxo-ethyl}-amide ClC1=C(C=CC=C1)NC1CCN(CC1)C(CNC(=O)C1=NNC(=C1)C1=CC(=CC=C1)O)=O